vinylnaphthalen C(=C)C1=CC=CC2=CC=CC=C12